2,3-dimethyl-butanedinitrile CC(C#N)C(C#N)C